1,8-dihydroxy-4-[4-(2-hydroxyethyl)Anilino]-5-nitroanthra-9,10-quinone OC1=CC=C(C=2C(=O)C3=C(C=CC(=C3C(=O)C12)O)[N+](=O)[O-])NC1=CC=C(C=C1)CCO